racemic-2-[[5-(ethylsulfonimidoyl)-6-[7-methyl-3-(trifluoromethyl)imidazo[4,5-c]pyridazin-6-yl]-3-pyridyl]oxy]-2-methyl-propanenitrile C(C)[S@](=O)(=N)C=1C=C(C=NC1C1=NC2=C(N=NC(=C2)C(F)(F)F)N1C)OC(C#N)(C)C |r|